2-octadecyl-1-docosanol C(CCCCCCCCCCCCCCCCC)C(CO)CCCCCCCCCCCCCCCCCCCC